COC1=CC=C(C=N1)C=1C=C2C(=NC=NC2=CC1)N[C@@H]1CNCC1 (S)-6-(6-methoxy-3-pyridyl)-N-(3-pyrrolidinyl)quinazolin-4-amine